(R)-3-(8-phenyl-6-azaspiro[3.4]octane-6-carbonyl)-1,2,4-oxadiazol-5(4H)-one C1(=CC=CC=C1)[C@H]1CN(CC12CCC2)C(=O)C2=NOC(N2)=O